FC(C1=NN(C=C1C(=O)O)C)(F)F 3-trifluoromethyl-1-methyl-pyrazole-4-carboxylic acid